[N+](=O)([O-])C(COC(CC1=CC(=C(C=C1)F)[N+](=O)[O-])=O)(C)[N+](=O)[O-] (2,2-dinitropropyl)-4-fluoro-3-nitrophenylacetate